(Z)-1-benzyl-3-((3,5-dimethyl-1H-pyrrol-2-yl)methylene)-N-(2-hydroxyethyl)-2-oxo-N-(prop-2-yn-1-yl)indole-6-carboxamide aluminum [Al].C(C1=CC=CC=C1)N1C(\C(\C2=CC=C(C=C12)C(=O)N(CC#C)CCO)=C/C=1NC(=CC1C)C)=O